COC=1C=C(CN2C=NC3=C(C=C(C=C3C2=O)CN2C(OC=C2)=N)C2=C(C=C(C=C2)F)C)C=C(C1)OC 3-(3,5-Dimethoxybenzyl)-8-(4-fluoro-2-methylphenyl)-6-((2-iminooxazol-3(2H)-yl)methyl)quinazolin-4(3H)-one